C1=NC=C(C2=CC=CC=C12)N1C(N(C[C@H]1C#N)C1=CC(=CC=C1)S(=O)(=O)C)=O (S)-3-(isoquinolin-4-yl)-1-(3-(methylsulfonyl)phenyl)-2-oxoimidazolidine-4-carbonitrile